C(C)(C)N1N=C(C(=C1C)O)C1=CC(=CC=C1)Cl 1-isopropyl-3-(3-chlorophenyl)-5-methyl-pyrazol-4-ol